CC(CN1N=CC(=C1)C=1C=CC(=NC1C1=CC=2N(C=C1)C(=NN2)C)C#N)(C)C 5-[1-(2,2-dimethylpropyl)-1H-pyrazol-4-yl]-6-(3-methyl-[1,2,4]triazolo[4,3-a]pyridin-7-yl)pyridine-2-carbonitrile